1-(5-Chloro-1-(2,2-difluoroethyl)-3-(1-(tetrahydro-2H-pyran-2-yl)-1H-pyrazol-5-yl)-1H-pyrazolo[4,3-b]pyridin-7-yl)piperidin-4-ol ClC1=CC(=C2C(=N1)C(=NN2CC(F)F)C2=CC=NN2C2OCCCC2)N2CCC(CC2)O